C1=CC=C(C=C1)C2=NC(C(=O)NC3=C2C=C(C=C3)Cl)C(=O)[O-] The molecule is the anion resulting from the removal of a proton from the carboxylic acid group of clorazepic acid. It is a conjugate base of a clorazepic acid.